C\C(=C/CC[C@@]1([C@H](CC=2C(=C3CN(C(C3=CC2O)=O)[C@H](C(=O)[O-])CCCN2C(C3=CC(=C4C(=C3C2)O[C@@]([C@H](C4)OC(=O)N4CCN(CC4)C)(CC\C=C(\CCC=C(C)C)/C)C)O)=O)O1)OC(=O)N1CCN(CC1)C)C)\CCC=C(C)C (S)-2,5-bis((2R,3S)-2-((E)-4,8-dimethylnonan-3,7-dien-1-yl)-5-Hydroxy-2-methyl-3-((4-methylpiperazine-1-carbonyl)oxy)-7-oxo-3,4,7,9-tetrahydropyrano[2,3-E]Isoindole-8(2H)-yl)valerate